ClC1=CC=C(C=N1)C(C(C)N1N=C(C=C1)C(F)(F)F)=NN 1-(6-chloro-3-pyridinyl)-2-[3-(trifluoromethyl)-1H-pyrazol-1-yl]-1-propanone hydrazone